NC1(CCOCC1)C1=NN=C(O1)[C@H](CCC(=O)O)NC(=O)N[C@@H]([C@H](C)O)C(=O)O (S)-4-(5-(4-Aminotetrahydro-2H-pyran-4-yl)-1,3,4-oxadiazol-2-yl)-4-(3-((1S,2S)-1-carboxy-2-hydroxypropyl)ureido)butanoic acid